NC1=NNC2=CC(=CC(=C12)OC)CN1N=CC(=C1)CNC(OC(C)(C)C)=O tert-butyl ((1-((3-amino-4-methoxy-1H-indazol-6-yl)methyl)-1H-pyrazol-4-yl)methyl)carbamate